Cyclopropyl (2-amino-3,5-difluoro-4-((2-fluoro-4-(trifluoromethyl)benzyl)amino)phenyl)carbamate NC1=C(C=C(C(=C1F)NCC1=C(C=C(C=C1)C(F)(F)F)F)F)NC(OC1CC1)=O